(Z)-2-(5-Ethyl-2-methyl-1-(3-(4-(trifluoromethyl)phenoxy)benzylidene)-1H-inden-3-yl)acetic acid C(C)C=1C=C2C(=C(/C(/C2=CC1)=C/C1=CC(=CC=C1)OC1=CC=C(C=C1)C(F)(F)F)C)CC(=O)O